BrC=1C=C(C(=NC1)C(C(F)F)O)Cl 1-(5-bromo-3-chloropyridin-2-yl)-2,2-difluoroethan-1-ol